C(CCCCC)(=O)C1C2(C3=CC=CC=C3C1)NC1=C(OC2=O)C=CC=C1 hexanoyl-2',3'-dihydro-2H,4H-spiro[benzo[b][1,4]oxazin-3,1'-indene]-2-one